FC(C(=O)O)(SC1=CC=C(C=C1)C(\C=C\C1=CC=C(C=C1)C=1SC=CC1)=O)F 2,2-Difluoro-2-[4-[(E)-3-(4-thiophen-2-ylphenyl)prop-2-enoyl]phenyl]sulfanylacetic acid